(S)-1-(8-fluoro-6-oxo-1,4,5,6-tetrahydro-2H-pyrano[3,4-c]isoquinolin-1-yl)-1-isobutyl-3-(3,4,5-trifluorophenyl)urea FC=1C=CC=2C3=C(NC(C2C1)=O)COC[C@H]3N(C(=O)NC3=CC(=C(C(=C3)F)F)F)CC(C)C